4-(1-(4-(2,4-dioxotetrahydropyrimidin-1(2H)-yl)phenyl)piperidin-4-yl)-N-methylbutanamide O=C1N(CCC(N1)=O)C1=CC=C(C=C1)N1CCC(CC1)CCCC(=O)NC